CN(C)CC1=C(C=CC(=C1)C(F)(F)F)B(O)O 2-((dimethylamino)methyl)-4-(trifluoromethyl)phenylboronic Acid